benzyl N-[4-allyl-1-(2,2,2-trifluoroacetyl)-4-piperidyl]carbamate C(C=C)C1(CCN(CC1)C(C(F)(F)F)=O)NC(OCC1=CC=CC=C1)=O